di-caffeoyl-para-coumaroyl-spermidine C(\C=C\C1=CC(O)=C(O)C=C1)(=O)C(N(C(\C=C\C1=CC=C(C=C1)O)=O)C(\C=C\C1=CC(O)=C(O)C=C1)=O)CCCNCCCN